CC1=NC(=CC(=C1)N1CC2(CC1)N(C(CN(C2=O)C(C)C)=O)CC2=CC=C(C=C2)C(F)(F)F)C 2-(2,6-dimethylpyridin-4-yl)-9-isopropyl-6-(4-(trifluoromethyl)benzyl)-2,6,9-triazaspiro[4.5]-decane-7,10-dione